tert-butyl (S)-(4-((1-(4-bromophenyl)-2,2,2-trifluoroethyl)carbamoyl)cyclohexyl)carbamate BrC1=CC=C(C=C1)[C@@H](C(F)(F)F)NC(=O)C1CCC(CC1)NC(OC(C)(C)C)=O